COC1CCN(CC1)C=1C2=C(N=CN1)SC(=N2)N 7-(4-methoxypiperidin-1-yl)thiazolo[5,4-d]pyrimidin-2-amine